1-(5-{[(1R,3s,5S)-8-Azabicyclo[3.2.1]octan-3-yl](methyl)amino}[1,3]thiazolo[5,4-d][1,3]thiazol-2-yl)-4-(1H-pyrazol-4-yl)pyridin-2(1H)-on [C@H]12CC(C[C@H](CC1)N2)N(C=2SC1=C(N2)SC(=N1)N1C(C=C(C=C1)C=1C=NNC1)=O)C